3-((3,3-dibutyl-7-(methylsulfanyl)-1,1-dioxo-5-phenyl-2,3,4,5-tetrahydro-1,5-benzothiazepin-8-yl)oxy)-2-hydroxy-2-methylpropanoic acid C(CCC)C1(CS(C2=C(N(C1)C1=CC=CC=C1)C=C(C(=C2)OCC(C(=O)O)(C)O)SC)(=O)=O)CCCC